2-methyl-8-azaspiro[4.5]dec-2-en-1-amine CC=1C(C2(CC1)CCNCC2)N